S1C=NC(C2=C1C=CC=C2)=O 4H-benzo[e][1,3]Thiazin-4-one